3-((benzyloxy)methyl)-2-(4,4,5,5-tetramethyl-1,3,2-dioxaborolan-2-yl)bicyclo[1.1.1]pentane-1-carbonitrile C(C1=CC=CC=C1)OCC12C(C(C1)(C2)C#N)B2OC(C(O2)(C)C)(C)C